N[C@@H]1[C@@H](OCC12CCN(CC2)C=2C=C(C1=C(N2)NN=C1C1=C(C(=NC=C1)Cl)Cl)C(=O)O)C 6-((3S,4S)-4-amino-3-methyl-2-oxa-8-azaspiro[4.5]decan-8-yl)-3-(2,3-dichloropyridin-4-yl)-1H-pyrazolo[3,4-b]pyridine-4-carboxylic acid